diphenylcyclodecane-7-ene C1(=CC=CC=C1)C1=C(CCCCCCCC1)C1=CC=CC=C1